ClC1=CC=C(S1)CN(C1=CC(=C(C=C1)NC(CCC)=O)C)C N-{4-[(5-Chloro-thiophen-2-ylmethyl)-(methyl)amino]-2-methyl-phenyl}-butyramide